6-[(3R)-3-methoxypyrrolidin-1-yl]pyridin CO[C@H]1CN(CC1)C1=CC=CC=N1